(3S)-4-(dimethylamino)-3-(9H-fluorene-9-ylmethoxycarbonylamino)-4-oxobutanoic acid CN(C([C@H](CC(=O)O)NC(=O)OCC1C2=CC=CC=C2C=2C=CC=CC12)=O)C